amino-toluene NCC1=CC=CC=C1